N1CCC(CC1)C(=O)OCC=C allyl 4-piperidinylcarboxylate